C(CCCCCCCCCCCCCCCCC)OC(C(C(=O)OCCCCCCCCCCCCCCCCCC)(CC1=C(C(=CC(=C1)C(C)(C)C)C(C)(C)C)O)CC1=C(C(=CC(=C1)C(C)(C)C)C(C)(C)C)O)=O dioctadecyl-2,2-bis(3,5-di-tert-butyl-2-hydroxybenzyl)malonate